C(C)N1C(=NN(C1)C=1C=C2C=CN=C(C2=C(C1)O[C@H](C(F)(F)F)C)OC(CO)COC)CO 4-Ethyl-1-(1-((1-hydroxy-3-methoxypropan-2-yl)oxy)-8-(((S)-1,1,1-trifluoropropan-2-yl)oxy)isoquinolin-6-yl)-3-(hydroxymethyl)-1H-1,2,4-triazol